C(C)(C)(C)C1N(CCC(C1)CC1=CC(=C(C=C1)Cl)Cl)CC1=NN=C(N1)Br tert-butyl-1-((5-bromo-4H-1,2,4-triazol-3-yl)methyl)-4-(3,4-dichlorobenzyl)piperidine